(2R,4R)-4-((5-cyclopropyl-3-(2,6-difluorophenyl)isoxazol-4-yl)methoxy)-2-methylpiperidine C1(CC1)C1=C(C(=NO1)C1=C(C=CC=C1F)F)CO[C@H]1C[C@H](NCC1)C